[Na].FS(=N)F difluorosulfimide sodium